ClC=1C(=CC(=NC1)[C@@H]1CN2[C@H](CO1)CN(CC2)C(=O)C2=C(C(=CC=C2)OC)Cl)C(F)F [(3S,9aS)-3-[5-chloro-4-(difluoromethyl)-2-pyridyl]-3,4,6,7,9,9a-hexahydro-1H-pyrazino[2,1-c][1,4]oxazin-8-yl]-(2-chloro-3-methoxy-phenyl)methanone